2'-deoxyguanosine monophosphate P(=O)(O)(O)OC[C@@H]1[C@H](C[C@@H](O1)N1C=NC=2C(=O)NC(N)=NC12)O